Trimellitat C(C=1C(C(=O)[O-])=CC(C(=O)[O-])=CC1)(=O)[O-]